(4-amino-7-fluoro-1,3-dihydrofuro[3,4-c]quinolin-8-yl)((5S)-2-(3-hydroxy-1'-methyl-3H-spiro[benzofuran-2,4'-piperidin]-5-yl)-5-methylpiperidin-1-yl)methanone NC1=NC=2C=C(C(=CC2C2=C1COC2)C(=O)N2C(CC[C@@H](C2)C)C=2C=CC1=C(C(C3(CCN(CC3)C)O1)O)C2)F